(1S,2S)-2-[4-[4-(piperazin-1-ylmethyl)phenyl]phenyl]-N-[[3-(2,2,2-trifluoro-1,1-dimethyl-ethyl)-1H-1,2,4-triazol-5-yl]methyl]cyclopropanecarboxamide N1(CCNCC1)CC1=CC=C(C=C1)C1=CC=C(C=C1)[C@@H]1[C@H](C1)C(=O)NCC1=NC(=NN1)C(C(F)(F)F)(C)C